ethyl-trans-3-pentenoic acid C(C)C(C(=O)O)\C=C\C